2,4-dibromonitrobenzene tert-butyl-N-[[8-methyl-5-[4-(trifluoromethoxy)phenyl]-7-quinolyl]methyl]carbamate C(C)(C)(C)OC(NCC1=CC(=C2C=CC=NC2=C1C)C1=CC=C(C=C1)OC(F)(F)F)=O.BrC1=C(C=CC(=C1)Br)[N+](=O)[O-]